COC(=O)C1=CC(=C2C=CNC2=C1)C=1N=C(C2=C(N1)C(=CS2)CS(=O)(=O)C)N2[C@@H](COCC2)C (R)-4-(4-(3-methylmorpholinyl)-7-((methylsulfonyl)methyl)thieno[3,2-d]Pyrimidin-2-yl)-1H-indole-6-carboxylic acid methyl ester